[Cs].[Cs] cesium, cesium salt